4-Thiocarbamoylphenyl 2-(4-oxo-phenyl)-phenylpropionate O=C1CC=C(C=C1)C1=C(C=CC=C1)C(C(=O)OC1=CC=C(C=C1)C(N)=S)C